(hydroxymethyl)prop-2-enoic acid ethyl ester C(C)OC(C(=C)CO)=O